[Si].[Li].[Li] lithium-lithium-silicon